gallium zinc oxide magnesium [Mg+2].[O-2].[Zn+2].[Ga+3]